(Z)-N-(1,4-dioxo-1,4-diphenyl-but-2-en-2-yl)cyclopropanecarboxamide O=C(/C(=C/C(C1=CC=CC=C1)=O)/NC(=O)C1CC1)C1=CC=CC=C1